C(C)C1CCC=2NC(C(=CC21)C(=O)OC)=O methyl 5-ethyl-2-oxo-1,5,6,7-tetrahydrocyclopenta[b]pyridine-3-carboxylate